OC(CC(=O)CC(O)C1=CC=CC=C1)C1=CC=CC=C1 hydroxy-phenyl-ethylketone